CC(C(=O)NCC=1C=CC(=C(C(=O)NC2=C3C=NN(C3=CC=C2)C=2C=NC(=CC2)C(F)(F)F)C1)C(F)(F)F)(C)C 5-{[(2,2-dimethylpropanoyl)amino]methyl}-2-(trifluoromethyl)-N-{1-[6-(trifluoromethyl)pyridin-3-yl]-1H-Indazol-4-yl}benzamide